NC1=NC=CC=C1C1=NC=2C(=NC(=CC2)C2=CC=CC=C2)N1C1=CC=C(C=C1)C1CN(CC1)CC1CCC(CC1)C(=O)O 4-[[3-[4-[2-(2-amino-3-pyridyl)-5-phenyl-imidazo[4,5-b]pyridin-3-yl]phenyl]pyrrolidin-1-yl]methyl]cyclohexanecarboxylic acid